BrC1=C(C(=CC(=C1)F)[N+](=O)[O-])F 4-bromo-3,6-difluoro-2-nitrobenzene